benzyl 3-bromopropyl ether BrCCCOCC1=CC=CC=C1